ClC1=NC=C(C(=N1)N[C@H]1[C@@H](CCCC1)C#N)F (trans)-2-[(2-chloro-5-fluoro-pyrimidin-4-yl)amino]cyclohexanecarbonitrile